methyl 2-methyl-5-oxo-6-[1-(2,2,3,3,3-pentafluoropropyl)-1H-pyrazol-4-yl]-7-(trifluoromethyl)-1H,5H-imidazo[1,2-a]pyrimidine-1-carboxylate CC=1N(C=2N(C(C(=C(N2)C(F)(F)F)C=2C=NN(C2)CC(C(F)(F)F)(F)F)=O)C1)C(=O)OC